CC(C(=O)OC)(C)NCC1C(OCC1)=O methyl 2-methyl-2-(((2-oxotetrahydrofuran-3-yl)methyl)amino)propanoate